COC(C1=CC=C(C=C1)[C@H]1NCCC(C1)C1=NC=CC=N1)=O (S)-4-(4-(pyrimidin-2-yl)piperidin-2-yl)benzoic acid methyl ester